N(C(=N)N)C1=NNC(=N1)NC(=N)N 3,5-bis(guanidino)-1H-1,2,4-triazole